6-(cyclopropanecarboxamido)-4-((2,5-dimethyl-1-oxo-1,2,4,5-tetrahydro-[1,2,4]triazolo[4,3-a]quinoxalin-6-yl)amino)-N-(methyl-d3)pyridazine-3-carboxamide C1(CC1)C(=O)NC1=CC(=C(N=N1)C(=O)NC([2H])([2H])[2H])NC1=C2N(CC=3N(C2=CC=C1)C(N(N3)C)=O)C